C(C)(C)(C)N1N=C(C=C1C1=CC=CC=C1)C1=NC2=C(N1)C=CC=C2 2-(1-(tert-butyl)-5-phenyl-1H-pyrazol-3-yl)-1H-benzo[d]imidazole